C(C)N(C(C(=O)OCC(F)(F)F)=O)CC1=CC=C(C=C1)S(F)(F)(F)(F)F 2,2,2-trifluoroethyl 2-[ethyl-[[4-(pentafluoro-sulfanyl)phenyl]methyl]amino]-2-oxo-acetate